COC1=CC=C(COC=2C(=CC3=CN(N=C3C2)C2CCOCC2)C(=O)O)C=C1 6-((4-methoxybenzyl)oxy)-2-(tetrahydro-2H-pyran-4-yl)-2H-indazole-5-carboxylic acid